4-((2-(diethylamino)ethyl)amino)-2-(3-methoxybenzyl)-9H-pyrido[2',3':4,5]pyrrolo[2,3-d]pyrimidine-7-carboxylic acid methyl ester COC(=O)C1=CC2=C(C3=C(N=C(N=C3NCCN(CC)CC)CC3=CC(=CC=C3)OC)N2)N=C1